N-methyl-3-chloroaniline CNC1=CC(=CC=C1)Cl